Ethyl 2-[6-bromo-7-methyl-4-(trifluoromethyl)indazol-2-yl]-2-(5-ethyl-5-methyl-6,7-dihydropyrrolo[1,2-c]imidazol-1-yl)acetate BrC=1C=C(C2=CN(N=C2C1C)C(C(=O)OCC)C1=C2N(C=N1)C(CC2)(C)CC)C(F)(F)F